2-ethylhexyl-p-dimethyl-amino-benzoate C(C)C(CC=1C(C(C(=O)[O-])(C=CC1C)C)N)CCCC